(3-fluoro-5-(1-phenyl-1H-pyrazol-4-yl)phenyl)methylamine FC=1C=C(C=C(C1)C=1C=NN(C1)C1=CC=CC=C1)CN